1-(2-(2-chloro-4-morpholinobenzyl)-2,8-diazaspiro-[4.5]decane-8-carbonyl)-1H-pyrazole-3-carboxamide ClC1=C(CN2CC3(CC2)CCN(CC3)C(=O)N3N=C(C=C3)C(=O)N)C=CC(=C1)N1CCOCC1